(S)-N-(1-phenylethyl)glycine naphthalene-2-benzoate C1=C(C=CC2=CC=CC=C12)C1=CC=CC=C1C(=O)O.C1(=CC=CC=C1)[C@H](C)NCC(=O)O